FC(C1=C(CN2N=CC(=C2)C=2N=C(SC2C(=O)N)C2=NC=CC=C2)C=CC(=C1)C(F)(F)F)(F)F (1-(2,4-bis(trifluoromethyl)benzyl)-1H-pyrazol-4-yl)-2-(pyridin-2-yl)thiazole-5-carboxamide